5-[(Z)-3-(2,4-Dihydroxyphenyl)-3-oxoprop-1-enyl]-2-hydroxybenzoic acid OC1=C(C=CC(=C1)O)C(\C=C/C=1C=CC(=C(C(=O)O)C1)O)=O